thieno[2,3-c]pyridin-3-amine S1C=C(C=2C1=CN=CC2)N